OC1=C(C(=CC(=C1)C(F)(F)F)C)C1=CC=C(N=N1)CNC(COC)=O N-((6-(2-Hydroxy-6-methyl-4-(trifluoromethyl)phenyl)pyridazin-3-yl)methyl)-2-methoxyacetamide